C(C)(=O)C=1C=C(NC1)C(=O)O 4-ACETYL-1H-PYRROLE-2-CARBOXYLIC ACID